C1(NC=CN2C1=CC=1C=CC=CC21)=O 2H-pyrazino[1,2-a]indol-1-one